C(C1=CC=CC=C1)OC(=O)N[C@H](C(COC(C1=C(C=CC=C1C)C)=O)=O)CCCCNC(=O)OC(C)(C)C.C(C)(C)(C)NC(=O)C1=NC=CC(=C1)NC(CC1=CC(=CC=C1)C(C)O)=O N-tert-butyl-4-[[2-[3-(1-hydroxyethyl)phenyl]acetyl]amino]pyridine-2-carboxamide (S)-3-(((benzyloxy)carbonyl)amino)-7-((tert-butoxycarbonyl)amino)-2-oxoheptyl-2,6-dimethylbenzoate